C(C)(C)OC(NCN1CCN(CC1)C1=CC=C(C=C1)NC(C1=CC(=C(C=C1)C)NC1=NC=CC(=N1)C=1C=NC=CC1)=O)=O (4-{4-[4-Methyl-3-(4-pyridin-3-yl-pyrimidin-2-ylamino)-benzoylamino]-phenyl}-piperazin-1-ylmethyl)-carbamic acid isopropyl ester